potassium L-glutamate sodium L-glutamate N[C@@H](CCC(=O)[O-])C(=O)[O-].[Na+].N[C@@H](CCC(=O)O)C(=O)O.[K+]